4-sulfo-1,8-naphthyridine potassium salt [K+].S(=O)(=O)([O-])C1=CC=NC2=NC=CC=C12